acetic acid-2-methoxy-1-propyl ester COC(COC(C)=O)C